P(O)(=O)(OP(=O)(O)O)O[C@H]1[C@H]([C@@H](O[C@@H]1CO)N1C=NC=2C(=O)NC(N)=NC12)O guanosine-3'-diphosphate